5-Chloro-6-fluoro-8-(methylthio)-2,3-dihydroimidazo[1',2':1,2]pyrido[4,3-d]pyrimidine ClC1=C(C=2N=C(N=CC2C=2N1CCN2)SC)F